tert-Butyl 2-(3-hydroxy-3-methylcyclobutyl-1-d)hydrazine-1-carboxylate OC1(CC(C1)([2H])NNC(=O)OC(C)(C)C)C